2-(6-(2,5-dioxo-2,5-dihydro-1H-pyrrol-1-yl)hexanoylamino)acetic acid O=C1N(C(C=C1)=O)CCCCCC(=O)NCC(=O)O